4-(((1R)-1-(3-(1,1-difluoro-2,3-dihydroxy-2-methylpropyl)-2-fluorophenyl)ethyl)amino)-2,6,8,8-tetramethyl-6,8-dihydro-7H-pyrrolo[2,3-g]quinazolin-7-one FC(C(CO)(C)O)(F)C=1C(=C(C=CC1)[C@@H](C)NC1=NC(=NC2=CC3=C(C=C12)N(C(C3(C)C)=O)C)C)F